ClC=1N=CN2C1C=CC(=C2)C(=O)N2CCC=1N(N=C3CCN(C[C@@H]2C13)C(C=C)=O)C1=CC=C(C=C1)C1CCC1 |o1:23| (S or R)-1-(5-(1-chloroimidazo[1,5-a]pyridine-6-carbonyl)-2-(4-cyclobutylphenyl)-2,3,4,5,5a,6,8,9-octahydro-7H-1,2,5,7-tetraazabenzo[cd]azulen-7-yl)prop-2-en-1-one